C=1N=CN2C1C(=CC=C2)C(=O)N2C[C@@H]([C@H](CC2)C2=CC=CC=C2)NC([C@H](C(C)C)NS(=O)(=O)C)=O (S)-N-((3R,4R)-1-(imidazo[1,5-a]pyridine-8-carbonyl)-4-phenylpiperidin-3-yl)-3-methyl-2-(methylsulfonamido)butanamide